C(=O)(OC(C)(C)C)N1CC[C@H](C1)C1=CC=CC=C1 (2R,4S)-boc-4-phenylpyrrolidine